9-bromo-10-[4-(2-naphthyl)phenyl]anthracene phenyl-(6-methyl-5-(2-((1-methylpiperidin-4-yl)oxy)pyridin-4-yl)-2,3-dihydro-1H-inden-4-yl)carbamate C1(=CC=CC=C1)N(C(O)=O)C1=C2CCCC2=CC(=C1C1=CC(=NC=C1)OC1CCN(CC1)C)C.BrC=1C2=CC=CC=C2C(=C2C=CC=CC12)C1=CC=C(C=C1)C1=CC2=CC=CC=C2C=C1